azobis(2-aminopropionamidine) hydrochloride Cl.N(=NC(C(=N)N)(C)N)C(C(=N)N)(C)N